tert-butyl (2S,6R*)-6-ethyl-6-hydroxy-2-(hydroxymethyl)-1,4-oxazepane-4-carboxylate C(C)[C@]1(CN(C[C@H](OC1)CO)C(=O)OC(C)(C)C)O |o1:2|